2-(2,3-Dihydro-[1,4]dioxino[2,3-b]pyridin-2-ylmethoxy)-9-(6-morpholin-4-yl-pyridin-3-yl)-6,7-dihydro-pyrimido[6,1-a]isoquinolin-4-one O1C(COC2=NC=CC=C21)COC2=NC(N1C(C3=CC=C(C=C3CC1)C=1C=NC(=CC1)N1CCOCC1)=C2)=O